2-methoxy-N-(5-(thiazol-2-yloxy)-3,4-dihydro-2H-chromeno[8,7-d]isoxazol-9-yl)benzenesulfonamide COC1=C(C=CC=C1)S(=O)(=O)NC1=NOC=2C1=C1OCCCC1=C(C2)OC=2SC=CN2